BrCCN1CCOCC1 4-(2-bromo-ethyl)morpholine